OC1=C(C(=O)C2=C(C=C(C=C2)C(C)(C)C)O)C=CC(=C1)C(C)(C)C 2,2'-dihydroxy-4,4'-di-tert-butylbenzophenone